ClCC(=O)NC=1N=C2N(C=C(N=C2)C2=CC3=C(OCCN3C(=O)OC(C)C)N=C2)C1 isopropyl 7-(2-(2-chloroacetamido)imidazo[1,2-a]pyrazin-6-yl)-2,3-dihydro-1H-pyrido[2,3-b][1,4]oxazine-1-carboxylate